N1(CCCCC1)C(CC=1N=CN(C1)C1=CC=C(C=C1)C1=NOC(=N1)C(F)(F)F)=O 1-(piperidin-1-yl)-2-(1-(4-(5-(trifluoromethyl)-1,2,4-oxadiazol-3-yl)phenyl)-1H-imidazol-4-yl)ethan-1-one